2-(l-1-dodecyl-3-ethyl-9,15-dioxo-8,10,14-trioxa-3-azanonadecan-19-yl)propane-1,3-diyldioctanoate C(CCCCCCCCCCC)CCN(CCCCOC(OCCCOC(CCCCC(CCCCCCCCC(=O)[O-])CCCCCCCCC(=O)[O-])=O)=O)CC